1-(3-(1,3-dioxolan-2-yl)-2-((4-methoxybenzyl)oxy)phenyl)-N-methylmethanamine O1C(OCC1)C=1C(=C(C=CC1)CNC)OCC1=CC=C(C=C1)OC